tert-butyl N-(2-{2-[2-(4-{2-[1-(5-chloro-1H-1,3-benzodiazol-2-yl)-5-hydroxy-3-[4-(trifluoromethyl)phenyl]-1H-pyrazol-4-yl]ethyl}phenoxy)ethoxy]ethoxy}ethyl)carbamate ClC1=CC2=C(NC(=N2)N2N=C(C(=C2O)CCC2=CC=C(OCCOCCOCCNC(OC(C)(C)C)=O)C=C2)C2=CC=C(C=C2)C(F)(F)F)C=C1